C(#N)C1=C(C=CC(=C1)C=C1CN(C1)CCCF)C1=C(CCCC2=C1C=CC=C2)C2=C(C=C(C=C2)F)C 9-(2-Cyano-4-((1-(3-fluoropropyl)azetidin-3-yliden)methyl)phenyl)-8-(4-fluoro-2-methylphenyl)-6,7-dihydro-5H-benzo[7]annulen